CC1=C(C=C(C(=O)NC2=CC(=CC(=C2)N2C=NC(=C2)C)C(F)(F)F)C=C1)NC1=NC=CC(=N1)C=1C=NC=CC1 4-Methyl-3-[[4-(3-pyridinyl)-2-pyrimidinyl]amino]-N-[5-(4-methyl-1H-imidazol-1-yl)-3-(trifluoromethyl)phenyl]benzamide